C(#N)[C@H]1N([C@H]2C[C@H]2C1)C(CNC(=O)C1=CC=NC2=CC(=CC=C12)C(C)(C)O)=O N-(2-((1s,3s,5s)-3-cyano-2-azabicyclo[3.1.0]hex-2-yl)-2-oxoethyl)-7-(2-hydroxypropan-2-yl)quinoline-4-carboxamide